NC1=NC=CC=C1C1=NC=2C(=NC(=CC2)N2N=CC=C2)N1C=1C=C2CC[C@@H](C2=CC1)NC(C1=C(C(=C(C(=C1)C=O)O)Cl)F)=O (S)-N-(5-(2-(2-aminopyridin-3-yl)-5-(1H-pyrazol-1-yl)-3H-imidazo[4,5-b]pyridin-3-yl)-2,3-dihydro-1H-inden-1-yl)-3-chloro-2-fluoro-5-formyl-4-hydroxybenzamide